ClC=1C=C(C=C(C1SC=C)Cl)SC1=CC(=C(C(=C1)Cl)SC=C)Cl bis(3,5-dichloro-4-(vinylthio) phenyl) sulfide